3-(isoquinolin-6-yl)propanoic acid tert-butyl ester C(C)(C)(C)OC(CCC=1C=C2C=CN=CC2=CC1)=O